C1(=CC=CC=C1)CC=NN1C(CNC(C1)=O)=O 1-(phenylethylideneamino)piperazine-2,5-dione